2-(1-aminopiperidin-4-yl)-2-methylpropanenitrile NN1CCC(CC1)C(C#N)(C)C